1-[(2-bromophenyl)methyl]-2-phenyl-benzimidazole BrC1=C(C=CC=C1)CN1C(=NC2=C1C=CC=C2)C2=CC=CC=C2